((benzyloxy)carbonyl)-L-valyl-L-alanine C(C1=CC=CC=C1)OC(=O)N[C@@H](C(C)C)C(=O)N[C@@H](C)C(=O)O